gallium eicosenoate C(C=CCCCCCCCCCCCCCCCCC)(=O)[O-].[Ga+3].C(C=CCCCCCCCCCCCCCCCCC)(=O)[O-].C(C=CCCCCCCCCCCCCCCCCC)(=O)[O-]